BrC1=CC=C(C(=N1)NC(=O)[C@H]1N([C@@H]2C[C@@]2(C1)C)C(=O)OC(C)(C)C)C Tert-butyl (1R,3S,5R)-3-((6-bromo-3-methylpyridin-2-yl) carbamoyl)-5-methyl-2-azabicyclo[3.1.0]Hexane-2-carboxylate